Methyl 4-[4-[[(3S)-1-[7-amino-2-(2-furyl)-[1,2,4]triazolo[1,5-a][1,3,5]triazin-5-yl]-3-piperidyl]methyl]piperazin-1-yl]-3-nitro-benzoate NC1=NC(=NC=2N1N=C(N2)C=2OC=CC2)N2C[C@@H](CCC2)CN2CCN(CC2)C2=C(C=C(C(=O)OC)C=C2)[N+](=O)[O-]